N-{5-[4-(hydroxymethyl)phenyl]-[1,2,4]triazolo[1,5-a]pyridin-2-yl}cyclopropylcarboxamide OCC1=CC=C(C=C1)C1=CC=CC=2N1N=C(N2)NC(=O)C2CC2